3-Boc-5-vinyl-2-oxazolidone C(=O)(OC(C)(C)C)N1[CH-]OC(C1=O)C=C